(3S,6S,10aR,Z)-6-((tert-butoxycarbonyl)amino)-5-oxo-1,2,3,5,6,7,8,10a-octahydropyrrolo[1,2-a]azocine-3-carboxylic acid C(C)(C)(C)OC(=O)N[C@H]1CC\C=C/[C@@H]2N(C1=O)[C@@H](CC2)C(=O)O